NC1=CC2=CN(N=C2C=C1OC(F)F)C1CCN(CC1)C(=O)[O-] 4-(5-Amino-6-(difluoromethoxy)-2H-indazol-2-yl)piperidine-1-carboxylate